(R/S)-(4-((2-(difluoromethyl)-2H-tetrazol-5-yl)(phenyl)methyl)piperazin-1-yl)(4-(5-(1-methyl-1H-imidazol-4-yl)benzo[d]oxazol-2-yl)pyridin-2-yl)methanone FC(N1N=C(N=N1)[C@H](N1CCN(CC1)C(=O)C1=NC=CC(=C1)C=1OC2=C(N1)C=C(C=C2)C=2N=CN(C2)C)C2=CC=CC=C2)F |r|